P(OC=C)([O-])=O R-5'-E-vinyl phosphonate